(2-(trimethylsilyl)ethoxy)methylBenzenesulfonamide C[Si](CCOCC1=C(C=CC=C1)S(=O)(=O)N)(C)C